2-(3-fluoro-5-methoxyphenyl)-7-(piperazin-1-yl)-4H-pyrido[1,2-a]pyrimidin-4-one FC=1C=C(C=C(C1)OC)C=1N=C2N(C(C1)=O)C=C(C=C2)N2CCNCC2